5-(5-bromo-4-chlorothiophen-2-yl)-N-(3-chloro-4-fluorophenyl)-2-methyl-2H-1,2,6-thiadiazine-3-carboxamide 1,1-dioxide BrC1=C(C=C(S1)C=1C=C(N(S(N1)(=O)=O)C)C(=O)NC1=CC(=C(C=C1)F)Cl)Cl